rac-tert-butyl (RS)-2-(4-fluorophenyl)-4-methyl-6,7-dihydropyrazolo[1,5-a]pyrazine-5(4H)-carboxylate FC1=CC=C(C=C1)C1=NN2C([C@H](N(CC2)C(=O)OC(C)(C)C)C)=C1 |r|